O=C1NC(CCC1NC1=C(CN(C2CCN(CC2)C2=CC(=C(C=C2)NC2=NC=C(C(=C2)NC2=C(C(=O)NC)C=CC=C2)C(F)(F)F)OC)C)C=CC=C1)=O 2-((2-((4-(4-((2-((2,6-dioxopiperidin-3-yl)amino)benzyl)(methyl)amino)piperidin-1-yl)-2-methoxyphenyl)amino)-5-(trifluoromethyl)pyridin-4-yl)amino)-N-methylbenzamide